N-(4-((4-hydroxybenzyl)amino)phenyl)heptanamide OC1=CC=C(CNC2=CC=C(C=C2)NC(CCCCCC)=O)C=C1